2,7-dicyano-binaphthyl C(#N)C1=C(C2=CC(=CC=C2C=C1)C#N)C1=CC=CC2=CC=CC=C12